C1=CC=CC=2C3=CC=CC=C3C(C12)COC(=O)NCCC(=O)N[C@H](COC(C)(C)C)C(=O)N[C@H](COC(C)(C)C)C(=O)N[C@H](COC(C)(C)C)C(=O)O N-(N-(N-(3-((((9H-fluoren-9-yl)methoxy)carbonyl)amino)propanoyl)-O-(tert-butyl)-D-seryl)-O-(tert-butyl)-D-seryl)-O-(tert-butyl)-D-serine